Cl.ClC=1C=CC(=C(CN2CC(OCC2)CN)C1)OCC (4-(5-chloro-2-ethoxybenzyl)morpholin-2-yl)methanamine hydrochloride